BrC1C(C(CC(C1)C(=O)O)Br)C(=O)O 1,3-dibromo-2,5-dicarboxycyclohexane